OC1=C(C=C(C=C1CC(C)C)CC(C)C)O 2-hydroxy-3,5-diisobutylphenol